CS(=O)(=O)N1CCCC2=CC=C(C=C12)N(S(=O)(=O)C1=CC=CC=C1)S(=O)(=O)C1=CC=CC=C1 N-(1-(methylsulfonyl)-1,2,3,4-tetrahydroquinolin-7-yl)-N-(phenylsulfonyl)benzenesulfonamide